Cl.C1(=CC(=CC(=C1)CNCCCN)CNCCCN)C1=CC=CC=C1 N1,N1'-([1,1'-biphenyl]-3,5-diylbis(methylene))bis(propane-1,3-diamine), hydrochloride salt